8-chloro-1-[(2r,4r)-2-methyltetrahydro-2H-pyran-4-yl]-2-(1,3-thiazol-2-ylmethyl)-1H-imidazo[4,5-c]quinoline ClC1=CC=2C3=C(C=NC2C=C1)N=C(N3[C@H]3C[C@H](OCC3)C)CC=3SC=CN3